4-chloro-3-iodo-2-(3-methoxy-1-methyl-1H-pyrazol-4-yl)-5-nitro-1-(phenylsulfonyl)-1H-pyrrolo[2,3-b]pyridine ClC1=C2C(=NC=C1[N+](=O)[O-])N(C(=C2I)C=2C(=NN(C2)C)OC)S(=O)(=O)C2=CC=CC=C2